C(#N)[C@H](C[C@H]1C(NCC1)=O)NC([C@H](CC(C)(C)C)NC(=O)C=1NC2=CC=CC(=C2C1)OC)=O N-((S)-1-(((S)-1-cyano-2-((S)-2-oxopyrrolidin-3-yl)ethyl)amino)-4,4-dimethyl-1-oxopentan-2-yl)-4-methoxy-1H-indole-2-carboxamide